methyl-3,6-dioxan CC1COCCO1